C(#C)N(S(=O)(=O)C1=CC=C(C=C1)C)C1=CC(=CC=C1)C(F)(F)F N-ethynyl-N-(3-trifluoromethylphenyl)-4-methylbenzenesulfonamide